C1(=CC(CCC1)O)O 1-cyclohexene-1,3-diol